ClC=1C=CC2=C([C@@H](C[C@@H](O2)C(=O)NC23CC(C2)(C3)N3N=NC(=C3)[C@H]3[C@@H](C3)COC(F)(F)F)O)C1 |&1:23,24| (2R,4R)-6-chloro-4-hydroxy-N-[3-(4-{(1RS,2RS)-2-[(trifluoromethoxy)methyl]cyclopropyl}-1H-1,2,3-triazol-1-yl)bicyclo[1.1.1]pentan-1-yl]-3,4-dihydro-2H-1-benzopyran-2-carboxamide